3-iodo-6-(trifluoromethyl)-1H-indazole IC1=NNC2=CC(=CC=C12)C(F)(F)F